C(C)C1C(CCCC1)C=1C=C(C(=O)O)C=C(C1)F 3-(2-ethylcyclohexyl)-5-fluorobenzoic acid